C(CCC)OC1=C(CBr)C=CC=C1 2-(butoxy)benzyl bromide